C(=O)[C@H]1CN(CCO1)C(=O)OC(C)(C)C (R)-tert-butyl 2-formylmorpholine-4-carboxylate